4,4'-(1-Phenylethane-1,1-diyl)bis(2-methylphenol) C1(=CC=CC=C1)C(C)(C1=CC(=C(C=C1)O)C)C1=CC(=C(C=C1)O)C